4-{4-[(2,1,3-benzoxadiazol-4-yl)methoxy]-3-methoxyphenyl}-2H,4H,5H,6H,7H-pyrazolo[3,4-b]pyridin-6-one N=1ON=C2C1C=CC=C2COC2=C(C=C(C=C2)C2C=1C(NC(C2)=O)=NNC1)OC